C(=O)O.S1C2N(C=C1)C=CN2C(=O)N.S2C1N(C=C2)C=CN1C(=O)N imidazo[2,1-b]thiazole-7-carboxamide hemi-formate